C(C)(C)(C)OP(=O)(OC(C)(C)C)OC1=C(C=C(C=C1)C[C@](C(=O)OC(C)(C)C)(C)NN)O tert-butyl (2S)-3-(4-ditert-butoxyphosphoryloxy-3-hydroxyphenyl)-2-hydrazino-2-methylpropanoate